ClCSN(C1=CC=CC=C1)SCCl N,N-dichloromethylthioaniline